O1CC(C1)OC=1C=CC(=NC1)C#N 5-(oxetan-3-yloxy)picolinonitrile